1-hexadecyl-2-(11Z,14Z-eicosadienoyl)-glycero-3-phosphocholine CCCCCCCCCCCCCCCCOC[C@H](COP(=O)([O-])OCC[N+](C)(C)C)OC(=O)CCCCCCCCC/C=C\C/C=C\CCCCC